3-(1-((2-aminoethyl)(ethyl)amino)ethyl)-4-chlorobenzonitrile NCCN(C(C)C=1C=C(C#N)C=CC1Cl)CC